ClC=1C(=C(C(=CC1)C(F)F)C1=CN=CC(=N1)C(=O)NC=1C=NN(C1)CC=1C=NC(=NC1)N1C(CCC1)CN(C)C[C@H](C)F)F 6-(3-Chloro-6-(difluoromethyl)-2-fluorophenyl)-N-(1-((2-(2-((((S)-2-fluoropropyl)(methyl)amino)methyl)pyrrolidin-1-yl)pyrimidin-5-yl)methyl)-1H-pyrazol-4-yl)pyrazine-2-carboxamide